C1=C(C=CC2=CC=CC=C12)/C=C/C(=O)OCCC1=CC=CC=C1 2-Phenylethyl (2E)-3-(naphthalen-2-yl)prop-2-enoate